COC(CCCCCCC\C=C\CC=CCCCCC)=O trans-9,12-octadecadienoic acid methyl ester